2-(2-tetrahydropyran-2-ylpyrazol-3-yl)acetic acid O1C(CCCC1)N1N=CC=C1CC(=O)O